FC1(CC(C1)(O)C1=C(C=2C(=NC(=CC2)C2=CC=3C(N=C2)=NN(C3)C)S1)C)F 3,3-difluoro-1-(3-methyl-6-(2-methyl-2H-pyrazolo[3,4-b]pyridin-5-yl)thieno[2,3-b]pyridin-2-yl)cyclobutanol